2-((6-cyclopropyl-8-(3-hydroxyoxetan-3-yl)imidazo[1,2-a]pyridin-2-yl)methyl)isoindoline-1,3-dione C1(CC1)C=1C=C(C=2N(C1)C=C(N2)CN2C(C1=CC=CC=C1C2=O)=O)C2(COC2)O